FC1=CC(=CC=2C=3N(CCOC21)C=NC3)C(=O)NC3CC2(C3)CCC2 8-fluoro-N-(spiro[3.3]heptan-2-yl)-5,6-dihydrobenzo[f]imidazo[1,5-d][1,4]oxazepine-10-carboxamide